C(\C=C\C(=O)O)(=O)O.CC1=C(C#N)C=CC=C1[C@@H](C)NC1=C2C(=C(N=N1)C)C=NC(=C2)N2CCOCC2 (R)-2-methyl-3-(1-((4-methyl-7-morpholinopyrido[3,4-d]pyridazin-1-yl)amino)ethyl)benzonitrile fumarate